FC(COC1=C(C=CC=C1F)NC(=S)C=1C(NCCC1NCC1=C(C=NC=C1)OCC(C)(C)OC)=O)F N-[2-(2,2-difluoroethoxy)-3-fluorophenyl]-4-({[3-(2-methoxy-2-methylpropoxy)pyridin-4-yl]methyl}amino)-2-oxo-1,2,5,6-tetrahydropyridine-3-carbothioamide